(S)-methyl 4-(3-(5-(trifluoromethyl)pyridin-2-yloxy)pyrrolidin-1-yl)biphenyl-3-carboxylate FC(C=1C=CC(=NC1)O[C@@H]1CN(CC1)C1=C(C=C(C=C1)C1=CC=CC=C1)C(=O)OC)(F)F